4-methoxypyridine-3-boronic acid hydrate O.COC1=C(C=NC=C1)B(O)O